1-(4-(1-(2,6-dichlorophenyl)azetidin-3-yl)-2-ethyl-6-methylbenzyl)-3-methylazetidin-3-ol, formic acid salt C(=O)O.ClC1=C(C(=CC=C1)Cl)N1CC(C1)C1=CC(=C(CN2CC(C2)(O)C)C(=C1)C)CC